C1(=CC=CC=2C(=CC=CC12)S(=O)(=O)O)C1=CC=CC=2C(=CC=CC12)S(=O)(=O)O binaphthyl-5,5'-disulfonic acid